3-chloro-6-bromo-5-fluoroquinazoline ClN1CN=C2C=CC(=C(C2=C1)F)Br